FC(O[C@H]1C[C@H](C1)OCC(=O)NC1CCC(CC1)C(=O)N)(F)F 4-(2-(cis-3-(trifluoromethoxy)cyclobutoxy)acetamido)cyclohexanecarboxamide